3,4-dimethoxycyclobutane COC1CCC1OC